1-methyl-3-ethylpyrene CC1=CC(=C2C=CC3=CC=CC4=CC=C1C2=C34)CC